(1S,2R,3S,5S)-3-amino-5-(hydroxymethyl)cyclopentane-1,2-diol N[C@@H]1[C@H]([C@H]([C@@H](C1)CO)O)O